C=1OC(CC=2C1C(N1C=C3C(N=C4C=CC=CC4=C3)=C1C2)=O)=O pyrano[3',4':6,7]indolizino[1,2-b]quinoline-3,14(4H)-dione